C(C)(C)(C)OC(=O)N1CC2C(C1)CC(C2)CC(=O)OCC Trans-5-(2-ethoxy-2-oxoethyl)hexahydrocyclopenta[c]pyrrole-2(1H)-carboxylic acid tert-butyl ester